O=C1NC(CCC1N1C=C2C=CC(=CC2=C1)N[C@H]1CN(CCC1)CC1CCNCC1)=O 2-(2,6-dioxopiperidin-3-yl)-5-(((R)-1-(piperidin-4-ylmethyl)piperidin-3-yl)amino)isoindole